4-((6-fluoro-3-isopropyl-1-toluenesulfonyl-1H-pyrrolo[3,2-b]pyridin-5-yl)methyl)-3,5-dimethylphenol FC=1C=C2C(=NC1CC1=C(C=C(C=C1C)O)C)C(=CN2S(=O)(=O)CC2=CC=CC=C2)C(C)C